2,4-dihydroxyl-2,5-dimethyl-3(2H)-furanone OC1(OC(=C(C1=O)O)C)C